N,N'-diallyl-1,3-propanediamine C(C=C)NCCCNCC=C